[Si](C)(C)(C(C)(C)C)O[C@@H]1CN(CC[C@@H]1C=1C(=CC(=C2C(C=C(OC12)C1=C(C=CC=C1)Cl)=O)O)OP(=O)(OCC)N[C@@H](C)C(=O)OCC)C ethyl (((8-((3S,4R)-3-((tert-butyldimethylsilyl)oxy)-1-methylpiperidin-4-yl)-2-(2-chlorophenyl)-5-hydroxy-4-oxo-4H-chromen-7-yl)oxy)(ethoxy)phosphoryl)-L-alaninate